trifluoro(trifluoromethoxy)methane FC(OC(F)(F)F)(F)F